CNS(OCC(=O)NC=1SC(=C(N1)COC1CCN(CC1)C)CC1=CC(=CC=C1)Cl)(=O)=O ((5-(3-chlorobenzyl)-4-(((1-methylpiperidin-4-yl)oxy)methyl)thiazol-2-yl)amino)-2-oxoethyl methylsulfamate